NC1=NC=2C3=C(C(CC2C=N1)(C)C)C(=NN3)C(=O)NC=3SC=C(N3)COC3CCN(CC3)CC3CCCCC3 8-amino-N-[4-({[1-(cyclohexylmethyl)piperidin-4-yl]oxy}methyl)-1,3-thiazol-2-yl]-4,4-dimethyl-4,5-dihydro-1H-pyrazolo[4,3-H]quinazoline-3-carboxamide